COC=1C=C(C=C(C1)OC)[C@H](C)NC(=O)C=1C(N(C2=C(N=C(C=C2C1N1CCN[C@H](CC1)C)C)C1CC1)C)=O N-[(S)-1-(3,5-dimethoxyphenyl)ethyl]-4-[(S)-5-methyl-1,4-diazepan-1-yl]-8-cyclopropyl-1-methyl-6-methyl-2-oxo-1,2-dihydro-1,7-diaza-3-naphthamide